1-[(1R)-2-hydroxy-1-methylethyl]-2-oxo-1,2-dihydropyridine-3-carboxylic acid OC[C@@H](C)N1C(C(=CC=C1)C(=O)O)=O